N1([C@@H](CCCC1)C(=O)OCCCC1=CC(=C(C(=C1)OC)OC)OC)C(=O)OCC(C)C 1-ISOBUTYL 2-(3-(3,4,5-TRIMETHOXYPHENYL)PROPYL) (S)-PIPERIDINE-1,2-DICARBOXYLATE